C1(CC1)C1=CC=CC(=N1)C(=O)NC=1C(=C(C=2N(C1)C=C(N2)C2CCC(CC2)CO)F)C(C)(C)O 6-cyclopropyl-N-(8-fluoro-2-((1r,4r)-4-(hydroxymethyl)cyclohexyl)-7-(2-hydroxypropan-2-yl)imidazo[1,2-a]pyridin-6-yl)picolinamide